2-(6-{5-chloro-2-[(oxacyclohex-4-yl)amino]pyrimidin-4-yl}-1-oxo-2,3-dihydro-1H-isoindol-2-yl)-N-[(1S)-1-(4-fluorophenyl)-2-hydroxyethyl]acetamide ClC=1C(=NC(=NC1)NC1CCOCC1)C1=CC=C2CN(C(C2=C1)=O)CC(=O)N[C@H](CO)C1=CC=C(C=C1)F